CCCCC/C=C\C/C=C\CCCCCCCCCCCC(=O)OC[C@H](COP(=O)(O)OC[C@H](CO)O)OC(=O)CCC/C=C\C/C=C\C/C=C\C/C=C\CCCCC 1-(13Z,16Z-docosadienoyl)-2-(5Z,8Z,11Z,14Z-eicosatetraenoyl)-glycero-3-phospho-(1'-sn-glycerol)